CC(C)(C#CC(C)(OOC(C)(C)C)C)OOC(C)(C)C 2,5-dimethyl-2,5-bis(tert-butyl-peroxy)3-hexyne